((2-(pyridin-4-yl)cyclopropyl)methyl)piperidin N1=CC=C(C=C1)C1C(C1)CN1CCCCC1